C(CCCCCCCCCCCCCCC)N1C(N(CC1)CCCCCCCCCCCCCCCC)=O 1,3-dihexadecylimidazolidin-2-one